(2S,4R)-tert-butyl 4-hydroxy-2-(6-(trifluoromethyl)benzo[d]thiazol-2-yl)pyrrolidine-1-carboxylate O[C@@H]1C[C@H](N(C1)C(=O)OC(C)(C)C)C=1SC2=C(N1)C=CC(=C2)C(F)(F)F